(R)-N-((3R,4S)-3,8-difluoro-4-(hydroxymethyl)chroman-4-yl)-2-methylpropane-2-sulfinamide Oxygen [O].F[C@H]1COC2=C(C=CC=C2[C@@]1(CO)N[S@](=O)C(C)(C)C)F